N1CC(C1)C(=O)N1CC(C1)OC azetidin-3-yl(3-methoxyazetidin-1-yl)methanone